OCC1=CC=C(O1)C1=NC=2C(=C3C(=NC2)NC=C3)N1C1CN(CC1)C(C#N)C 3-(2-(5-(hydroxymethyl)furan-2-yl)imidazo[4,5-d]pyrrolo[2,3-b]pyridin-1(6H)-yl)pyrrolidin-1-ylpropanenitrile